ClC=1C=C(C=NC1C1=NC=NC=C1F)N 5-chloro-6-(5-fluoropyrimidin-4-yl)pyridin-3-amine